tert-Butyl (S)-6-(((tert-butyldimethylsilyl)oxy)methyl)-2,2-dimethylpiperidine-1-carboxylate [Si](C)(C)(C(C)(C)C)OC[C@@H]1CCCC(N1C(=O)OC(C)(C)C)(C)C